3-ethoxy-3,5-estradien-17-one C(C)OC1=CC2=CC[C@H]3[C@@H]4CCC([C@@]4(C)CC[C@@H]3[C@H]2CC1)=O